OC1(CC(CC1)NC(OC(C)(C)C)=O)C[N+](=O)[O-] tert-butyl ((l)-3-hydroxy-3-(nitromethyl)cyclopentyl)carbamate